C(#N)C=1C=NN2C1C(=CC(=C2)C=2C=NN(C2C)C2CNC2)OC 3-(4-[3-Cyano-4-methoxypyrazolo[1,5-a]pyridin-6-yl]-5-methylpyrazol-1-yl)azetidin